N=S1(C[C@H]([C@@H](C1)C1=CC=CC=C1)C(=O)N1CC2(CCCC2)C(CC1)CN1C=NC(=CC1=O)C1=CC=CC=C1)=O 3-((7-((3R,4R)-1-Imino-1-oxido-4-phenyltetrahydro-1H-1λ6-thiophene-3-carbonyl)-7-azaspiro[4.5]decan-10-yl)methyl)-6-phenylpyrimidin-4(3H)-one